5-bromo-2-(3,4-dichlorophenyl)-1-ethyl-6-methyl-5-(1-methylpyrazol-4-yl)-4-oxo-pyridine-3-carboxylic acid BrC1(C(C(=C(N(C1C)CC)C1=CC(=C(C=C1)Cl)Cl)C(=O)O)=O)C=1C=NN(C1)C